N-benzyl-4-(2,3-difluoro-4-(1-(tetrahydro-2H-Pyran-2-yl)-1H-pyrazol-4-yl)phenyl)piperazine-1-carboxamide C(C1=CC=CC=C1)NC(=O)N1CCN(CC1)C1=C(C(=C(C=C1)C=1C=NN(C1)C1OCCCC1)F)F